C(=O)(C=C)N1CCN(CC1)C1=C(C(N(C2=NC(=C(C=C12)Cl)Cl)C=1C(=NC=CC1C)C(C)C)=O)C#N 4-(4-Acrylpiperazin-1-yl)-6,7-dichloro-1-(2-isopropyl-4-methylpyridin-3-yl)-2-oxo-1,2-dihydro-1,8-naphthyridine-3-carbonitrile